5-(carboxyhydroxymethyl)pyrimidine C(=O)(O)C(C=1C=NC=NC1)O